(2S,3R)-1-[(2S)-3,3-dimethyl-2-[(2,2,2-trifluoroacetyl)amino]butanoyl]-3-methoxy-pyrrolidine-2-carboxylic acid CC([C@@H](C(=O)N1[C@@H]([C@@H](CC1)OC)C(=O)O)NC(C(F)(F)F)=O)(C)C